ClC1=C(C2=C(SC3=C2N=CN=C3N3CC2(COC2)C3)N=C1C)C 6-(8-chloro-7,9-dimethyl-pyrido[3',2':4,5]thieno[3,2-d]pyrimidin-4-yl)-2-oxa-6-azaspiro[3.3]heptane